2-nitro-4-(oxazol-5-yl)aniline [N+](=O)([O-])C1=C(N)C=CC(=C1)C1=CN=CO1